C(#N)C=1C=CC=2C3=CC=C(C=4C(=CC=C(C5=CC=C(C1C52)C(=O)O)C43)C#N)C(=O)O 3,9-dicyanoperylene-4,10-dicarboxylic acid